1-(3-((8-(5-methyl-1H-indazol-4-yl)isoquinolin-4-yl)amino)piperidin-1-yl)prop-2-en-1-one CC=1C(=C2C=NNC2=CC1)C=1C=CC=C2C(=CN=CC12)NC1CN(CCC1)C(C=C)=O